Orthophosphat P(=O)([O-])([O-])[O-]